BrC=1C(=C(C=C(C1)C)O)C(C)(CCO)C 3-Bromo-2-(4-hydroxy-2-methylbutan-2-yl)-5-methylphenol